3-(3-(4-(((1S,4S)-4-(2-oxa-6-azaspiro[3.3]heptan-6-yl)cyclohexyl)amino)-1-(2,2,2-trifluoroethyl)-1H-indol-2-yl)prop-2-yn-1-yl)-6-(methyl-sulfonyl)benzo[d]oxazol-2(3H)-one C1OCC12CN(C2)C2CCC(CC2)NC2=C1C=C(N(C1=CC=C2)CC(F)(F)F)C#CCN2C(OC1=C2C=CC(=C1)S(=O)(=O)C)=O